N-(2-quinolinylmethyl)-N'-(2-pyridylmethyl)-N-(6,7,8,9-tetrahydro-5H-cyclohepta[b]pyridin-9-yl)-1,4-xylylenediamine N1=C(C=CC2=CC=CC=C12)CN(CC1=CC=C(C=C1)CNCC1=NC=CC=C1)C1CCCCC=2C1=NC=CC2